N1C=CC=2C1=NC=C(C2)C=2C=C(C=CC2)C=CC(=O)NC2=CC(=CC=C2)Cl 3-(3-(1H-pyrrolo[2,3-b]pyridin-5-yl)phenyl)-N-(3-chlorophenyl)acrylamide